BrC=1C=2N(C(=CC1)C1(CCC1)O)N=CN2 1-(8-bromo-[1,2,4]triazolo[1,5-a]pyridin-5-yl)cyclobutanol